trans-3a-methyl-hexahydro-pyrrolo[3,4-c]Pyrrole-2-carboxylic acid 4-trifluoromethoxy-benzyl ester FC(OC1=CC=C(COC(=O)N2C[C@H]3CNC[C@@]3(C2)C)C=C1)(F)F